Ethyl (R)-4-(2-((tert-butoxycarbonyl)amino)-3-phenylpropoxy)nicotinate C(C)(C)(C)OC(=O)N[C@@H](COC1=CC=NC=C1C(=O)OCC)CC1=CC=CC=C1